(R)-4-(2-oxooxazolidin-3-yl)-3-(4-methylphenyl)-N-((R)-1-(3,4-dimethoxyphenyl)ethyl)-4,5-dihydro-1H-pyrazol-1-carboxamide O=C1OCCN1[C@H]1C(=NN(C1)C(=O)N[C@H](C)C1=CC(=C(C=C1)OC)OC)C1=CC=C(C=C1)C